(R)-1-(3,5-difluoro-2-hydroxyphenyl)ethylcarboxylic acid tert-butyl ester C(C)(C)(C)OC(=O)[C@H](C)C1=C(C(=CC(=C1)F)F)O